ClC=1C(=NC=CC1)[C@@H]1CC[C@H](CC1)CCNC1CCOCC1 4-((2-((trans)-4-(3-Chloropyridin-2-yl)cyclohexyl)-ethyl)amino)tetrahydro-2H-pyran